2-[4-(methoxymethyl)-4-methylpiperidin-1-yl]aniline COCC1(CCN(CC1)C1=C(N)C=CC=C1)C